benzyl (2S)-2-[[5,7-dichloro-2-[(4-chlorophenyl)methyl]-1-oxo-3,4-dihydroisoquinoline-6-carbonyl]amino]-3-[[(1R)-indan-1-yl]carbamoylamino]propanoate ClC1=C2CCN(C(C2=CC(=C1C(=O)N[C@H](C(=O)OCC1=CC=CC=C1)CNC(N[C@@H]1CCC2=CC=CC=C12)=O)Cl)=O)CC1=CC=C(C=C1)Cl